C(#N)C=1C=C(C=C(C1)F)[C@@H](C)N[S@](=O)C(C)(C)C (R)-N-((R)-1-(3-cyano-5-fluorophenyl)ethyl)-2-methylpropane-2-sulfinamide